L(-)-asparagine N[C@@H](CC(N)=O)C(=O)O